2-(methyl-(2-phenoxyethyl)amino)ethan-1-ol CN(CCO)CCOC1=CC=CC=C1